C1(CC1)CN1C(=CC2=CC(=CC(=C12)C1CCN(CC1)C(=O)OC(C)(C)C)F)CO tert-butyl 4-(1-(cyclopropylmethyl)-5-fluoro-2-(hydroxymethyl)-1H-indol-7-yl)piperidine-1-carboxylate